C(C)N(CCNCCO)CC N-[2-(diethylamino)ethyl]ethanolamine